NC(C(=O)C=1C=C(C=CC1F)NC(=O)[C@@H]1O[C@]([C@H]([C@H]1C1=C(C(=C(C=C1)F)F)OC)C)(C(F)(F)F)C)=O (2r,3s,4s,5r)-N-(3-(2-amino-2-oxoacetyl)-4-fluorophenyl)-3-(3,4-difluoro-2-methoxyphenyl)-4,5-dimethyl-5-(trifluoromethyl)tetrahydrofuran-2-carboxamide